8-Chloro-3-(4-methoxybenzyl)-2-methyl-3H-imidazo[4,5-C]quinoline ClC1=CC=2C3=C(C=NC2C=C1)N(C(=N3)C)CC3=CC=C(C=C3)OC